2H-1,2,3-benzotriazol-1-yl-N,N-dibenzylmethylamine N1(NNC2=C1C=CC=C2)CN(CC2=CC=CC=C2)CC2=CC=CC=C2